C(C)OC(=O)C=1C(=NN2C1OC[C@@H](C2)C)Br (6R)-2-bromo-6-methyl-6,7-dihydro-5H-pyrazolo[5,1-b][1,3]oxazine-3-carboxylic acid ethyl ester